1,3-butadiyne C#CC#C